C(C)(=O)NC1=CC=C(C(=O)NCCN(CC)CC)C=C1 4-Acetamido-N-[2-(diethylamino)ethyl]benzamide